(1R,3S)-3-[5-(2-bromoacetamido)-1-tert-butylpyrazol-3-yl]cyclopentyl N-isopropylcarbamate C(C)(C)NC(O[C@H]1C[C@H](CC1)C1=NN(C(=C1)NC(CBr)=O)C(C)(C)C)=O